heptyl-4-(4-fluorobenzylamino)-7-methoxychroman C(CCCCCC)C1OC2=CC(=CC=C2C(C1)NCC1=CC=C(C=C1)F)OC